C(CCCCCCCCCCCCCCCCC)(=O)OC1CC(NC(C1)(C)C)(C)C 2,2,6,6-tetramethylpiperidine-4-yl octadecanoate